CSCCCCCCCCSC 1,8-BIS(METHYLTHIO)OCTANE